6-(3-(4-methoxyphenyl)acryloyl)-7-phenyl-4-oxa-6-azaspiro[2.4]heptane-5-one COC1=CC=C(C=C1)C=CC(=O)N1C(OC2(CC2)C1C1=CC=CC=C1)=O